NC1=C(C=C(C=C1)NS(=O)(=O)CC(=O)OCC)N1CC[Si](CC1)(C)C ethyl 2-(N-(4-amino-3-(4,4-dimethyl-1,4-azasilinan-1-yl)phenyl)sulfamoyl)acetate